2-(6-bromo-2-fluoro-3-methoxyphenyl)acetonitrile sodium cyanide [C-]#N.[Na+].BrC1=CC=C(C(=C1CC#N)F)OC